FC1=CC=C(C=C1)N1N=CC2=CC(=C(C=C12)C)C1N(CCN(C1)S(=O)(=O)C1=NN(N=C1)C)C1=CC=CC=C1 1-(4-fluorophenyl)-6-methyl-5-(4-((2-methyl-2H-1,2,3-triazol-4-yl)sulfonyl)-1-phenylpiperazin-2-yl)-1H-indazole